ClC=1C=C2C=NC(=NC2=CC1N1CC2CCC(C1)C2(O)C)NC=2C=NN(C2Cl)C2C(C2)(F)F (8-syn)-3-(6-chloro-2-{[5-chloro-1-(2,2-difluorocyclopropyl)-1H-pyrazol-4-yl]amino}quinazolin-7-yl)-8-methyl-3-azabicyclo[3.2.1]octan-8-ol